N-[(1R)-1-[3-amino-5-(trifluoromethyl)phenyl]ethyl]-1-(3-methanesulfonamidophenyl)-6-oxo-1,6-dihydropyridine-3-carboxamide NC=1C=C(C=C(C1)C(F)(F)F)[C@@H](C)NC(=O)C1=CN(C(C=C1)=O)C1=CC(=CC=C1)NS(=O)(=O)C